(1S,4S)-N1-((9-ethyl-9H-carbazol-3-yl)methyl)-1,4-cyclohexanediamine C(C)N1C2=CC=CC=C2C=2C=C(C=CC12)CNC1CCC(CC1)N